FC(C=1C(=CNC(C1)=O)C(=O)NC1=C(C=C(C(=C1)C1=NC(=NC=C1)N1CCOCC1)F)N1C[C@@H](N([C@@H](C1)C)C)C)F 4-(difluoromethyl)-N-(4-fluoro-5-(2-morpholinopyrimidin-4-yl)-2-((3S,5R)-3,4,5-trimethylpiperazin-1-yl)phenyl)-6-oxo-1,6-dihydropyridine-3-carboxamide